[O-]CCCC.[Ti+5].[O-]CCCC.[O-]CCCC.[O-]CCCC.[O-]CCCC titanium(V) butoxide